O=C1NC(CCC1N1C(C2=CC=C(C=C2C1=O)C1(CCN(CC1)CC=1C=CC=2N(C1)N=C(C2)C2=CC=CC=C2)O)=O)=O 2-(2,6-Dioxo-3-piperidyl)-5-[4-hydroxy-1-[(2-phenylpyrazolo[1,5-a]pyridin-6-yl)methyl]-4-piperidyl]isoindoline-1,3-dione